1-methyl-N-((1-phenylcyclopropyl)methyl)-1H-pyrrolo[2,3-b]pyridine-5-carboxamide CN1C=CC=2C1=NC=C(C2)C(=O)NCC2(CC2)C2=CC=CC=C2